ClC1=NC=CC2=C1C=CN2C2=C1N=CN(C1=NC(=N2)C2=NC(=CC=C2)C(F)(F)F)CC2=CC=C(C=C2)OC 6-(4-chloropyrrolo[3,2-c]pyridin-1-yl)-9-[(4-methoxyphenyl)methyl]-2-[6-trifluoromethyl-pyridin-2-yl]purine